[N+](=O)([O-])C1=C(C=C(C=C1)N1[C@@H](O[C@@H](C1)COC1=CC=C(C#N)C=C1)C(F)(F)F)C(F)(F)F 4-(((2S,5S)-3-(4-Nitro-3-(trifluoromethyl)phenyl)-2-(trifluoromethyl)oxazolidin-5-yl)methoxy)benzonitril